COC(C(C(CN(C)C)=C)=C)=O (Dimethylidene)4-(N,N-dimethylamino)butanoic acid methyl ester